[N+](=O)([O-])C1=CC=C(C=C1)S(=O)(=O)NC(C1=CC(=C(C=C1)C)OCC1=C(C=CC=C1C)C)=O N-((4-nitrophenyl)sulfonyl)-3-((2,6-dimethylbenzyl)oxy)-4-methylbenzamide